[4-(3,6-Dimethoxy-9H-carbazol-9-yl)butyl]phosphonic Acid COC=1C=CC=2N(C3=CC=C(C=C3C2C1)OC)CCCCP(O)(O)=O